6-(((1-(piperidin-4-ylmethyl)piperidin-4-yl)methyl)amino)-9H-purin N1CCC(CC1)CN1CCC(CC1)CNC1=C2N=CNC2=NC=N1